(R)-3-[2-(2-fluoro-4-methoxybenzoyl)-1,2,3,4-tetrahydroisoquinolin-5-yl]-3-(7-methoxy-1-methyl-1H-benzo[d][1,2,3]triazol-5-yl)propionic acid ethyl ester C(C)OC(C[C@H](C1=CC2=C(N(N=N2)C)C(=C1)OC)C1=C2CCN(CC2=CC=C1)C(C1=C(C=C(C=C1)OC)F)=O)=O